ClC1=CC(=C(C=C1)S(=O)(=O)N[C@@H]([C@H](C)C=1C(=C(C=CC1)C1=CC=CC=C1)C)C=1OC(NN1)=O)OC 4-chloro-2-methoxy-N-((1S,2R)-2-(2-methyl-[1,1'-biphenyl]-3-yl)-1-(5-oxo-4,5-dihydro-1,3,4-oxadiazol-2-yl)propyl)benzenesulfonamide